N[C@@H]1CN(CCC1)C1=C2C(=NC=C1NC(=O)C=1N=C(SC1)C1=C(C=CC=C1F)F)CCC2 N-{4-[(3S)-3-aminopiperidin-1-yl]-6,7-dihydro-5H-cyclopenta[b]pyridin-3-yl}-2-(2,6-difluorophenyl)-1,3-thiazole-4-carboxamide